O=C1CC2=C(SC3=C1C=CC=C3)C=CC(=C2)C(C(=O)OCCN(CC)CC)C diethylaminoethyl 2-(10,11-dihydro-10-oxodibenzo(b,f)thiepin-2-yl)propionate